bis(2,3,5,6-tetrafluorophenyl)titanium FC1=C(C(=C(C=C1F)F)F)[Ti]C1=C(C(=CC(=C1F)F)F)F